(2e,4e,6s,7s,8r,10e,12e)-7-((tert-butyldimethylsilyl)oxy)-6,8-dimethyltetradec-2,4,10,12-tetraenal [Si](C)(C)(C(C)(C)C)O[C@H]([C@H](/C=C/C=C/C=O)C)[C@@H](C\C=C\C=C\C)C